NC1=NC=NN2C1=C(C=C2C=2C(=CC(=C(C(=O)N[C@@H]1CN(C[C@@H]1F)C(CC(C(F)(F)F)C(F)(F)F)=O)C2)C)F)C(F)(F)F 5-[4-amino-5-(trifluoromethyl)pyrrolo[2,1-f][1,2,4]triazin-7-yl]-4-fluoro-N-[(3R,4S)-4-fluoro-1-[4,4,4-trifluoro-3-(trifluoromethyl)butanoyl]pyrrolidin-3-yl]-2-methylbenzamide